COCCCCCCN1C(C2=CC=CC=C2C1=O)=O 2-(6-Methoxyhexyl)isoindoline-1,3-dione